4,8,8'-trimethoxy-1',4'-dioxo-1',4'-dihydro-[2,2'-binaphthalen]-1-yl 6-methoxypyridazine-3-carboxylate COC1=CC=C(N=N1)C(=O)OC1=C(C=C(C2=CC=CC(=C12)OC)OC)C=1C(C2=C(C=CC=C2C(C1)=O)OC)=O